NC=1C=2N(C=CN1)C(=NC2C2=CC=C(C=C2)[C@@](C)(O)C2=CC(=CC=C2)C(F)F)[C@H]2CN1C(CC[C@@H]1CC2)=O (6R,8aS)-6-[8-amino-1-(4-{(1R)-1-[3-(difluoromethyl)phenyl]-1-hydroxyethyl}phenyl)imidazo[1,5-a]pyrazin-3-yl]hexahydroindolizin-3(2H)-one